N-(5-(3,5-difluorobenzyl)-1H-indazol-3-yl)-4-(2-(4-(4-((2,6-dioxopiperidin-3-yl)amino)phenyl)piperidin-1-yl)ethyl)benzamide FC=1C=C(CC=2C=C3C(=NNC3=CC2)NC(C2=CC=C(C=C2)CCN2CCC(CC2)C2=CC=C(C=C2)NC2C(NC(CC2)=O)=O)=O)C=C(C1)F